sodium (3-(2-hydroxyethoxy)-3-oxopropyl)(phenyl)phosphinate OCCOC(CCP([O-])(=O)C1=CC=CC=C1)=O.[Na+]